N1=CNC(C2=C1C=CS2)=O thieno[3,2-d]pyrimidin-4(3H)-one